CN(C1=CC=C(C=C1)C1NCCC1)C 2-(4-dimethylaminophenyl)-pyrrolidine